1,3-thiazepane S1CNCCCC1